1-(3-nitropyridin-2-yl)pyrrolidine [N+](=O)([O-])C=1C(=NC=CC1)N1CCCC1